3,4-dichloro-N-(3-fluoro-5-(3-morpholinoquinoxaline-6-carbonyl)phenyl)benzamide ClC=1C=C(C(=O)NC2=CC(=CC(=C2)C(=O)C=2C=C3N=C(C=NC3=CC2)N2CCOCC2)F)C=CC1Cl